[6-(6-azaspiro[2.5]oct-6-yl)-4-bromo-2-nitrophenyl]-N-[2-(4,4-difluoropiperidinyl)-6-methylpyrimidin-4-yl]carboxamide C1CC12CCN(CC2)C2=CC(=CC(=C2C(=O)NC2=NC(=NC(=C2)C)N2CCC(CC2)(F)F)[N+](=O)[O-])Br